N-(2-((4-(3-((2S,6S)-2,6-dimethylmorpholino)phenyl)thiazol-2-yl)amino)-2-oxoethyl)-1-(methylsulfonyl)-1H-pyrrole-3-carboxamide C[C@@H]1O[C@H](CN(C1)C=1C=C(C=CC1)C=1N=C(SC1)NC(CNC(=O)C1=CN(C=C1)S(=O)(=O)C)=O)C